benzyl-spiro[2,3-dihydro-1H-naphthalene-4,4'-piperidine] C(C1=CC=CC=C1)N1CCC2(CC1)CCCC1=CC=CC=C12